CC1=C(C(=O)P(C2=CC=CC=C2)C(C2=C(C=C(C=C2C)C)C)=O)C(=CC(=C1)C)C bis(2,4,6-trimethylbenzoyl)-phenyl-phosphine